N,N-diethyl-3-oxo-butyramide C(C)N(C(CC(C)=O)=O)CC